(R)-1-methyl-N-(5-(pyridin-2-yl)-2,3-dihydro-1H-inden-1-yl)-1H-pyrazole-5-carboxamide CN1N=CC=C1C(=O)N[C@@H]1CCC2=CC(=CC=C12)C1=NC=CC=C1